CN(C(O)=O)C1=C(C=CC=C1)C#N.FC(C1=CC=C(C=C1)C1=NN2C(NC=3C=CC=CC3C2=N1)=O)(F)F 2-[4-(trifluoromethyl)phenyl][1,2,4]triazolo[1,5-c]quinazolin-5(6H)-one Methyl-(2-cyanophenyl)carbamate